FC(C(=O)O)(F)F.ClC=1C=C2C(=NC(=NC2=C(C1C1=CC(=CC2=CC=CC=C12)O)F)N1CC(C1)N(C)C)N1C[C@H]2CC[C@@H](C1)N2C(C)=N 4-((S or R)-6-chloro-2-(3-(dimethylamino)azetidin-1-yl)-8-fluoro-4-((1R,5S)-8-(1-Iminoethyl)-3,8-diazabicyclo[3.2.1]octan-3-yl)quinazolin-7-yl)naphthalene-2-ol trifluoroacetate